C(CCCCCCC\C=C/C\C=C/CCCCC)OC(CSSCNC(=N)N)COCCCCCCCC\C=C/C\C=C/CCCCC 1-(((2,3-bis((9Z,12Z)-octadeca-9,12-dien-1-yloxy)propyl)disulfanyl)methyl)guanidine